C(CCC)C1=NC(=NO1)NCC1=C(SC(=C1)Cl)C1=NC=C(C(=N1)C)O[C@@H]1C[C@H](CCC1)C(=O)O (1S,3S)-3-((2-(3-(((5-butyl-1,2,4-oxadiazol-3-yl)amino)methyl)-5-chlorothiophen-2-yl)-4-methylpyrimidin-5-yl)oxy)cyclohexane-1-carboxylic acid